tert-butyl 3-(((benzyloxy)carbonyl)amino)-3-(3-(trifluoromethyl)-phenethyl)piperidine-1-carboxylate C(C1=CC=CC=C1)OC(=O)NC1(CN(CCC1)C(=O)OC(C)(C)C)CCC1=CC(=CC=C1)C(F)(F)F